P(=O)(OC[C@H]1O[C@@]([C@@H]([C@@H]1O)O)(C#N)C1=CC=C2C(=NC=NN21)N)(OC[C@@H](COCCCCCCCCCCCCCCCCCC)OC2=CC(=CC(=C2)F)C#N)O ((2R,3S,4R,5R)-5-(4-aminopyrrolo[2,1-f][1,2,4]triazin-7-yl)-5-cyano-3,4-dihydroxytetrahydrofuran-2-yl)methyl ((R)-2-(3-cyano-5-fluorophenoxy)-3-(octadecyloxy)propyl) hydrogen phosphate